5-ethyl-5-(2-methylpropyl)hydantoin C(C)C1(C(NC(N1)=O)=O)CC(C)C